mercaptocholine SOCC[N+](C)(C)C